O=C1C=2C=C(C=NC2C=CN1)C(=O)OC methyl 5-oxo-5,6-dihydro-1,6-naphthyridine-3-carboxylate